C1(C=CC=C1)[Ti](C1=C(C(=CC=C1F)N1C(C=2C(C1=O)=CC=CC2)=O)F)(C2=C(C(=CC=C2F)N2C(C=1C(C2=O)=CC=CC1)=O)F)C1C=CC=C1 bis(cyclopentadienyl)bis[2,6-difluoro-3-(phthalimido)phenyl]titanium